trifluoromethyl-selenylstyrene FC(F)(F)C(=CC1=CC=CC=C1)[SeH]